1-benzyl-3,4-diphenylpyrrolidine-2,5-dione C(C1=CC=CC=C1)N1C(C(C(C1=O)C1=CC=CC=C1)C1=CC=CC=C1)=O